6-chloro-7-fluoro-3-(1H-imidazol-1-yl)-5-methoxy-1-methyl-2-(3-((methylthio)methyl)-1H-1,2,4-triazol-5-yl)-1H-indole ClC1=C(C=C2C(=C(N(C2=C1F)C)C1=NC(=NN1)CSC)N1C=NC=C1)OC